[6-(4-fluorophenyl)-4-(2-furyl)-5-(4-pyridyl)pyrazolo[3,4-b]pyridin-2-yl]propan FC1=CC=C(C=C1)C=1C(=C(C=2C(N1)=NN(C2)CCC)C=2OC=CC2)C2=CC=NC=C2